Xylose 5-phosphate P(=O)(O)(O)OC[C@H]([C@@H]([C@H](C=O)O)O)O